ClC=1C=C(C(=O)NC2=NC=C(C=C2)C2(CCC2)C2=NC3=C(N2)C=CC(=C3)N3N=NN=C3)C=CC1 3-chloro-N-(5-{1-[5-(1H-tetrazol-1-yl)-1H-benzimidazol-2-yl]cyclobutyl}pyridin-2-yl)benzamide